FC1=CC=C(C=C1)CN(C(=O)NCC1=CC=C(C=C1)C(CC(C)C)=O)C[C@@H]1N(CCC1)C (R)-1-(4-fluorophenylmethyl)-3-(4-(3-methylbutyryl)benzyl)-1-((1-methylpyrrolidin-2-yl)methyl)urea